C1(=CC=CC=C1)C1(CC(C(=O)N)=CC=C1)C(=O)N m-phenyl-isophthalamide